(S)-N-(3-(1-(1,4-dimethyl-1H-pyrazol-3-yl)-3-methylcyclobutyl)phenyl)-6-((3-methylpiperidin-1-yl)methyl)imidazo[1,2-a]pyridine-8-carboxamide CN1N=C(C(=C1)C)C1(CC(C1)C)C=1C=C(C=CC1)NC(=O)C=1C=2N(C=C(C1)CN1C[C@H](CCC1)C)C=CN2